ClCCOC[C@H]1OC1 (S)-2-((2-chloroethoxy)methyl)oxirane